2-bromo-1-[4-(4-bromo-2-fluorobenzyloxy)-2-methoxyphenyl]ethanone BrCC(=O)C1=C(C=C(C=C1)OCC1=C(C=C(C=C1)Br)F)OC